FC=1C=C(C=NC1)C(C(N[C@@H](C)C1=CC=CC=C1)=O)N(C(=O)[C@@H]1NC[C@](C1)(C)O)C1=CC=C(C=C1)C1=CC=CC=C1 (2R,4R)-N-[1-(5-fluoro-3-pyridyl)-2-oxo-2-[[(1S)-1-phenylethyl]amino]ethyl]-4-hydroxy-4-methyl-N-(4-phenylphenyl)pyrrolidine-2-carboxamide